tert-Butyl 2-[1-[6-methyl-2-(2-methylpyrazolo[3,4-c]pyridin-7-yl)-4-oxo-chromen-8-yl]ethylamino]benzoate CC=1C=C2C(C=C(OC2=C(C1)C(C)NC1=C(C(=O)OC(C)(C)C)C=CC=C1)C1=NC=CC=2C1=NN(C2)C)=O